CC1=CC(=CC(=N1)N1CCN(CC1)S(=O)(=O)C1=CC=C(C=C1)NC(=O)C=1C=C2C(=NC1)CNC2)C(F)(F)F N-[4-[4-[6-methyl-4-(trifluoromethyl)-2-pyridyl]piperazin-1-yl]sulfonylphenyl]-6,7-dihydro-5H-pyrrolo[3,4-b]pyridine-3-carboxamide